C(C)S(=O)(=O)[O-].NNC(=[NH2+])N aminoguanidinium ethanesulfonate